C(C)OC(=O)C=1C(=NC2=CC=C(C=C2C1C)F)N1CC(C(CC1)(F)F)C.N(=[N+]=[N-])C1=C(C(=C(C(=O)NCCNC(C(=C)C)=O)C(=C1F)F)F)F 4-azido-2,3,5,6-tetrafluoro-N-(2-methacryloylaminoethyl)benzamide ethyl-2-(4,4-difluoro-3-methylpiperidin-1-yl)-6-fluoro-4-methylquinoline-3-carboxylate